2-[2-(1-piperidinyl)propoxy]propyl-N-methyl-N-(2-aminoethyl)-amine N1(CCCCC1)C(COC(CN(CCN)C)C)C